3,3-dichloro-1,1-difluoropropene ClC(C=C(F)F)Cl